OC(CN(C(CCCCC(=O)N(CC(C)O)CC(C)O)=O)CC(C)O)C N,N,N',N'-tetra(β-hydroxypropyl)adipamide